5-beta-carboxyethylpyrazine C(=O)(O)CCC=1N=CC=NC1